2-(2-(2-[(tert-Butyldiphenylsilyl)oxy]ethoxyethyl)-4-nitrophenyl)-4-methylpiperazine [Si](C1=CC=CC=C1)(C1=CC=CC=C1)(C(C)(C)C)OCCOCCC1=C(C=CC(=C1)[N+](=O)[O-])C1NCCN(C1)C